vobtusine COC(=O)C1=C2NC3C=CC=CC=3[C@@]22CCN3C[C@]4(C[C@@H]5C[C@@]67CCC[C@H]7CCN7CC[C@@]8(C9C=CC=C(OC)C=9N(C4)[C@@]58O)[C@H]67)[C@@H]4OCC[C@]4(C1)[C@@H]23